sodium (S)-3-(3-(1-methyl-4-oxido-2-oxo-1,2-dihydropyridin-3-yl)ureido)-3-(5-phenylpyridin-3-yl)propanoate CN1C(C(=C(C=C1)[O-])NC(N[C@@H](CC(=O)[O-])C=1C=NC=C(C1)C1=CC=CC=C1)=O)=O.[Na+].[Na+]